C1(CC1)S(=O)(=O)NC=1C(=C(C(=CC1)F)CNC(=O)C=1SC(=CN1)C1=NC(=CN=C1)OCC)F N-[(3-cyclopropanesulfonamido-2,6-difluorophenyl)methyl]-5-(6-ethoxypyrazin-2-yl)-1,3-thiazole-2-carboxamide